5-(3-(3-(3,6-Dichloro-1H-pyrazolo[3,4-d]pyrimidin-1-yl)propoxy)-5-methyl-4-nitro-1H-pyrazol-1-yl)-2,4-dimethyloxazole ClC1=NN(C2=NC(=NC=C21)Cl)CCCOC2=NN(C(=C2[N+](=O)[O-])C)C2=C(N=C(O2)C)C